[N+](=O)([O-])[O-].[N+](=O)([O-])[O-].[Pt+2].CS(=O)C Dimethyl sulfoxide platinum dinitrate